OC[C@H](C1=CC=CC=C1)NC1=NC(=NC=C1C1=NC=CC=N1)NC1=CC2=C(C(OC2)=O)C=C1 5-[(4'-{[(1S)-2-hydroxy-1-phenylethyl]amino}-[2,5'-bipyrimidin]-2'-yl)amino]-1,3-dihydro-2-benzofuran-1-one